4-[(4-cyclohexylphenyl)amino]-6-(propan-2-yl)-2-(1,3-thiazolidin-3-yl)-5,6-dihydro-7H-pyrrolo[3,4-d]pyrimidin-7-one C1(CCCCC1)C1=CC=C(C=C1)NC=1C2=C(N=C(N1)N1CSCC1)C(N(C2)C(C)C)=O